BrC1=CC=CC(=N1)[C@H]([C@@H](C1=CC(=CC=C1)OC)O)NC(OC(C)(C)C)=O |r| (±)-tert-Butyl (1R,2R)-1-(6-bromopyridin-2-yl)-2-hydroxy-2-(3-methoxyphenyl)ethylcarbamate